5-methyl-6-[3-(2,3,5-trifluoroanilino)-7,8-dihydro-5H-1,6-naphthyridin-6-yl]pyridine CC=1C=CC=NC1N1CC=2C=C(C=NC2CC1)NC1=C(C(=CC(=C1)F)F)F